3-benzyl-6-(methoxymethoxy)-1,5-dimethyl-3,8-diazabicyclo[3.2.1]octane-8-carboxylate C(C1=CC=CC=C1)N1CC2(CC(C(C1)(N2C(=O)[O-])C)OCOC)C